COC1=CC=C(C=C1)C(OC[C@@H]1[C@H](C[C@@H](O1)N1C(NCCC1)=O)O)(C1=CC=CC=C1)C1=CC=C(C=C1)OC 1-((2R,4S,5R)-5-((bis(4-methoxyphenyl)(phenyl)methoxy)methyl)-4-hydroxytetrahydrofuran-2-yl)tetrahydropyrimidin-2(1H)-one